(S)-7-((6-((dimethylamino)-methyl)-5-(1-methyl-2-oxopiperidin-4-yl)pyridin-2-yl)amino)-4-(7-fluoroimidazo[1,2-a]pyridin-3-yl)isoindolin-1-one CN(C)CC1=C(C=CC(=N1)NC=1C=CC(=C2CNC(C12)=O)C1=CN=C2N1C=CC(=C2)F)[C@@H]2CC(N(CC2)C)=O